CN1[C@H](C(N2C3=C(N=C(N=C13)NCC=1C=NC(=CC1)OCC1=CC(=CC=C1)C(F)(F)F)CCC2)=O)C (S)-4,5-Dimethyl-2-(((6-((3-(trifluoromethyl)benzyl)oxy)pyridin-3-yl)methyl)amino)-4,5,9,10-Tetrahydro-6H,8H-pyrido[3,2,1-de]pteridine-6-one